5-[2-fluoro-5-[[4-fluoro-2-(trifluoromethyl)benzoyl]amino]-4-[(3R)-3,4-dimethylpiperazin-1-yl]phenyl]-3,6-dihydro-2H-pyridine-1-carboxylic acid FC1=C(C=C(C(=C1)N1C[C@H](N(CC1)C)C)NC(C1=C(C=C(C=C1)F)C(F)(F)F)=O)C1=CCCN(C1)C(=O)O